CN1[C@H](COCC1)COC=1C=C(C#N)C=C(C1)C=1SC(=CN1)C 3-{[(3R)-4-Methylmorpholin-3-yl]methoxy}-5-(5-methyl-1,3-thiazol-2-yl)benzonitrile